3-(4-cyclopropyl-2,5-dioxaimidazolin-4-yl)propionic acid tert-butyl ester C(C)(C)(C)OC(CCC1(NONO1)C1CC1)=O